FC1=C(SC(=C1)C=1C=NC(=CC1)C)C(=O)N1C[C@H]([C@@H](CC1)C(=O)N1CCC(CC1)(O)CN1C=NC2=C(C1=O)C=CS2)C2=CC=CC=C2 3-[[1-[(3R,4R)-1-[3-fluoro-5-(6-methyl-3-pyridinyl)thiophene-2-carbonyl]-3-phenyl-piperidine-4-carbonyl]-4-hydroxy-4-piperidinyl]methyl]thieno[2,3-d]pyrimidin-4-one